NC1=CC(=C(C(=O)NC=2C=C3C(=NN(C3=CC2)C)N2CCC(CC2)(F)F)C=C1)N1CCC2(CC2)CC1 4-amino-N-(3-(4,4-difluoropiperidin-1-yl)-1-methyl-1H-indazol-5-yl)-2-(6-azaspiro[2.5]oct-6-yl)benzamide